CCCCC/C=C\\C/C=C\\CCCCCCCC(=O)OC[C@H](CO)OC(=O)CCCCCCC/C=C\\C/C=C\\CCCCC The molecule is a 1,2-diacyl-sn-glycerol in which both acyl groups are specified as linoleoyl. It has a role as a mouse metabolite. It is a 1,2-diacyl-sn-glycerol and a dilinoleoylglycerol. It derives from a linoleic acid. It is an enantiomer of a 2,3-dilinoleoyl-sn-glycerol.